O[C@@H](C(=O)O)C (2R)-2-Hydroxypropionic acid